[Br-].BrC1=CC=C(C[Zn+])C=C1 (4-bromobenzyl)zinc (II) bromide